(R)-8-(2,4-difluorophenyl)-2,3-dimethyl-6-(2-(2-methylpyridin-4-yl)morpholino)pyrido[3,4-d]pyrimidin-4(3H)-one FC1=C(C=CC(=C1)F)C1=NC(=CC2=C1N=C(N(C2=O)C)C)N2C[C@H](OCC2)C2=CC(=NC=C2)C